(1aR,7bS)-5-({1-[(2S)-2-amino-2-(1H-imidazol-4-yl)acetyl]azetidin-3-yl}oxy)-2-hydroxy-1,1a,2,7b-tetrahydrocyclopropa[c][1,2]benzoxaborinine-4-carboxylic acid N[C@H](C(=O)N1CC(C1)OC1=C(C2=C([C@@H]3[C@H](B(O2)O)C3)C=C1)C(=O)O)C=1N=CNC1